2-amino-5-(1-(1-(tetrahydro-2H-pyran-4-yl)pyrrolidin-3-yl)-1H-indazol-5-yl)nicotinic acid NC1=C(C(=O)O)C=C(C=N1)C=1C=C2C=NN(C2=CC1)C1CN(CC1)C1CCOCC1